3-cyano-9H-carbazol C(#N)C=1C=CC=2NC3=CC=CC=C3C2C1